CC(COC=1C=NC(=CC1)[N+](=O)[O-])(C)O 2-methyl-1-((6-nitropyridin-3-yl)oxy)propan-2-ol